methyl-dioctadecyl-[3-(dimethoxysilyl)propyl]ammonium chloride [Cl-].C[N+](CCC[SiH](OC)OC)(CCCCCCCCCCCCCCCCCC)CCCCCCCCCCCCCCCCCC